1-butyl-3-methylimidazoleium C(CCC)N1C=[N+](C=C1)C